OC1=C(C=CC(=C1)OC(C(=O)OCCCCCCCC)C)C1=NC(=NC(=N1)C1=C(C=C(C=C1)OC(C(OCCCCCCCC)=O)C)O)C1=C(C=C(OC(C(=O)OCCCCCC(C)C)C)C=C1)O isooctyl 2-[4-[4,6-bis[2-hydroxy-4-(1-methyl-2-octoxy-2-oxo-ethoxy)phenyl]-1,3,5-tri-azin-2-yl]-3-hydroxy-phenoxy]propanoate